ClC=1C=C(C(=C(C1)O)C=1N(C=2C(=NC(=CC2)Cl)N1)C)C 5-chloro-2-(5-chloro-1-methyl-1H-imidazo[4,5-b]pyridin-2-yl)-3-methylphenol